Ethyl 2-(2-fluorophenyl)-6-(4-methylpiperazin-1-yl)imidazo[1,2-b]pyridazine-3-carboxylate FC1=C(C=CC=C1)C=1N=C2N(N=C(C=C2)N2CCN(CC2)C)C1C(=O)OCC